4-[4-(4-methoxyphenyl)piperidin-1-yl]-1,6-dimethyl-2-oxo-1,2-dihydroquinoline-3-carbonitrile COC1=CC=C(C=C1)C1CCN(CC1)C1=C(C(N(C2=CC=C(C=C12)C)C)=O)C#N